C(C=C)(=O)N1CCN(CC1)C=1C=CC(=C(C1)C=1C(NC(C1C1=CNC2=CC=CC=C12)=O)=O)[N+](=O)[O-] 3-(5-(4-Acryloylpiperazin-1-yl)-2-(nitro)phenyl)-4-(1H-indol-3-yl)-1H-pyrrole-2,5-dione